N1C=C(C2=CC=CC=C12)C(CNC1C(N(CC1)C1=CC=CC=C1)=O)=O 3-((2-(1H-indol-3-yl)-2-oxoethyl)amino)-1-phenyl-2-oxopyrrolidine